tert-butyl N-(2-bromo-4-iodo-phenyl)-N-tert-butoxycarbonyl-carbamate BrC1=C(C=CC(=C1)I)N(C(OC(C)(C)C)=O)C(=O)OC(C)(C)C